tert-butyl (1S,2S,5R)-3-(5-bromo-6,8-difluoro-2-(methylthio) quinazolin-4-yl)-2-(prop-1-en-2-yl)-3,8-diazabicyclo[3.2.1]octane-8-carboxylate BrC1=C2C(=NC(=NC2=C(C=C1F)F)SC)N1[C@H]([C@@H]2CC[C@H](C1)N2C(=O)OC(C)(C)C)C(=C)C